N-(3-(2-((1,2,3-thiadiazol-5-yl)amino)-8,9-dihydroimidazo[1',2':1,6]pyrido[2,3-d]pyrimidin-6-yl)-4-methylphenyl)-4-(trifluoromethyl)pyridineamide S1N=NC=C1NC=1N=CC2=C(N1)N1C(C(=C2)C=2C=C(C=CC2C)NC(=O)C2=NC=CC(=C2)C(F)(F)F)=NCC1